2-(1-methoxycyclobutyl)quinolin COC1(CCC1)C1=NC2=CC=CC=C2C=C1